methyl 3-(9-((4-(((tert-butoxycarbonyl)amino)methyl)-2-(2-fluoroethoxy)phenyl)carbamoyl)-4,5-dihydrobenzo[b]thieno[2,3-d]oxepin-8-yl)-6-(propylcarbamoyl)picolinate C(C)(C)(C)OC(=O)NCC1=CC(=C(C=C1)NC(=O)C1=CC2=C(OCCC3=C2SC=C3)C=C1C=1C(=NC(=CC1)C(NCCC)=O)C(=O)OC)OCCF